COC=1C=C(C=C(C1OC)OC)CCC1=C(C=C(O)C=C1)O 4-[2-(3,4,5-trimethoxyphenyl)ethyl]resorcinol